(3R,8R,9aS)-8-(2,3-dichloro-6-hydroxyphenyl)-3-(hydroxymethyl)hexahydropyrido[2,1-c][1,4]oxazin-4(3H)-one ClC1=C(C(=CC=C1Cl)O)[C@H]1C[C@H]2CO[C@@H](C(N2CC1)=O)CO